2-((R)-3-((tert-butoxycarbonyl)-amino)-2-hydroxypropyl)-1-methyl-2H-indazol-1-ium C(C)(C)(C)OC(=O)NC[C@H](CN1[N+](=C2C=CC=CC2=C1)C)O